ClC=1C(=CC(=NC1)NC1=NN2C(COCC2)=C1)NC1=C(C(=O)NOC)C=CC=C1 2-({5-chloro-2-[(6,7-dihydro-4H-pyrazolo[5,1-c][1,4]oxazin-2-yl)amino]pyridin-4-yl}amino)-N-methoxybenzamide